ClC1=C2C(=NC=C1OC=1C=NN3C1C=NC=C3)N=C(N2C)NC=2C(N(C=C(C2)C2CC2)CCO)=O 3-((7-chloro-1-methyl-6-(pyrazolo[1,5-a]pyrazin-3-yloxy)-1H-imidazo[4,5-b]pyridin-2-yl)amino)-5-cyclopropyl-1-(2-hydroxyethyl)pyridin-2(1H)-one